N-[6-(2-chloro-5-fluorophenyl)-3-(2,2-difluoroethyl)-2-methyl-8-oxo-7,8-dihydro-6H-pyrrolo[4,3-g]indazol-5-yl]-3-fluoro-5-(trifluoromethyl)benzamide ClC1=C(C=C(C=C1)F)C1NC(C2=C1C(=CC1=C(N(N=C21)C)CC(F)F)NC(C2=CC(=CC(=C2)C(F)(F)F)F)=O)=O